C(C)(C)(C)NC(NC(C)(C)C)C=CC[SiH3] bis(tert-butylamino)methylallylsilane